1-(azepan-4-yl)-3-(5-chloro-4-(5,5-dimethyl-5,6-dihydro-4H-pyrrolo[1,2-b]pyrazol-3-yl)pyridin-2-yl)urea N1CCC(CCC1)NC(=O)NC1=NC=C(C(=C1)C1=C2N(N=C1)CC(C2)(C)C)Cl